C(#N)CC(=O)O[C@@H]1C[C@H](CC1)NC1=C2C(=NC=C1C(=O)OCC)NC=C2 (Trans)-ethyl 4-((3-(2-cyanoacetoxy)cyclopentyl)amino)-1H-pyrrolo[2,3-b]pyridine-5-carboxylate